FC=1C=C(C=CC1)C1N(CCC1)C(=O)C1(CCCC1)C(F)(F)F (2-(3-fluorophenyl)pyrrolidin-1-yl)(1-(trifluoromethyl)cyclopentyl)methanone